1-((3R)-3-((5-(2-(methoxymethyl)cyclopropyl)-7H-pyrrolo[2,3-d]pyrimidin-4-yl)amino)piperidin-1-yl)prop-2-en-1-one COCC1C(C1)C1=CNC=2N=CN=C(C21)N[C@H]2CN(CCC2)C(C=C)=O